3-(3,5-dichlorophenyl)-2-(pyridin-3-yl)(methyl)acrylonitrile ClC=1C=C(C=C(C1)Cl)C(=C(C#N)C=1C=NC=CC1)C